BrC1=CC2=C(N(C(=N2)[C@@H]2CCCC(N2)=O)C2CCC(CC2)(C)O)C=C1 (S)-6-(5-bromo-1-(cis-4-hydroxy-4-methylcyclohexyl)-1H-benzo[d]imidazol-2-yl)piperidin-2-one